(5R)-3-[5-[(3,3-dimethyl-2H-benzofuran-4-yl)oxy]pyrazin-2-yl]-5-ethyl-imidazolidine-2,4-dione CC1(COC2=C1C(=CC=C2)OC=2N=CC(=NC2)N2C(N[C@@H](C2=O)CC)=O)C